C1(CC1)NCC1=CC(=C(C=C1)C=1N=C2SC3=C(N2C1)C=CC(=C3)C(=O)NCCCN3CCCCC3)F (4-((cyclopropylamino)methyl)-2-fluorophenyl)-N-(3-(piperidin-1-yl)propyl)benzo[d]imidazo[2,1-b]thiazole-7-carboxamide